(4S,7S,9aS)-4-[(2S)-2-{[(tert-Butoxy)carbonyl](methyl)amino}propanamido]-8,8-dimethyl-5-oxo-octahydropyrrolo[2,1-b][1,3]oxazepine-7-carboxylic acid C(C)(C)(C)OC(=O)N([C@H](C(=O)N[C@@H]1C(N2[C@@H](OCC1)CC([C@H]2C(=O)O)(C)C)=O)C)C